2-Phenyl-7,8-dihydropyrido[4,3-d]pyrimidine-6(5H)-carboxylic acid tert-butyl ester C(C)(C)(C)OC(=O)N1CC2=C(N=C(N=C2)C2=CC=CC=C2)CC1